n-Butoxide [O-]CCCC